ethyl 6-(4-(dimethylamino)butanoyl)-2-((9Z,12Z)-N-((9Z,12Z)-octadeca-9,12-dienoyl)octadeca-9,12-dienamido)-4,5,6,7-tetrahydrothieno[2,3-c]pyridine-3-carboxylate CN(CCCC(=O)N1CC2=C(CC1)C(=C(S2)N(C(CCCCCCC\C=C/C\C=C/CCCCC)=O)C(CCCCCCC\C=C/C\C=C/CCCCC)=O)C(=O)OCC)C